COC1=CN=CC(=N1)C=1C=CC(=NC1)C(=O)O 5-(6-methoxypyrazin-2-yl)pyridine-2-carboxylic acid